1-(7-(8-ethyl-7-fluoro-3-hydroxynaphthalen-1-yl)-8-fluoro-2-(((21R,7aS)-2-fluorohexahydro-1H-pyrrolizin-7a-yl)methoxy)pyrido[4,3-d]pyrimidin-4-yl)azepane-4-carbonitrile C(C)C=1C(=CC=C2C=C(C=C(C12)C1=C(C=2N=C(N=C(C2C=N1)N1CCC(CCC1)C#N)OC[C@]12CCCN2CC(C1)F)F)O)F